2-(((5-(dibutylamino)-5-oxopentanoyl)oxy)methyl)-2-(3-(piperidin-1-yl)propanamido)propane-1,3-diyl bis(5-(dibutylamino)-5-oxopentanoate) C(CCC)N(C(CCCC(=O)OCC(COC(CCCC(=O)N(CCCC)CCCC)=O)(NC(CCN1CCCCC1)=O)COC(CCCC(=O)N(CCCC)CCCC)=O)=O)CCCC